3'-chlorochalcone ClC=1C=C(C(/C=C/C2=CC=CC=C2)=O)C=CC1